1-(2,6-dibromo-4-fluoro-3-methylphenyl)thiourea BrC1=C(C(=CC(=C1C)F)Br)NC(=S)N